C(#N)C1=NC=CC(=C1[N+](=O)[O-])C=1CCN(CC1)C(=O)OC(C)(C)C tert-butyl 2'-cyano-3'-nitro-3,6-dihydro-[4,4'-bipyridine]-1(2H)-carboxylate